6-(dimethylamino)-1-benzofuran-2-carboxamid CN(C1=CC2=C(C=C(O2)C(=O)N)C=C1)C